FC=1C(=C(C=CC1F)[C@H]1[C@H](OC2(COC2)C1)C(=O)OCC)OC Ethyl (6S,7S)-7-(3,4-difluoro-2-methoxyphenyl)-2,5-dioxaspiro[3.4]octane-6-carboxylate